S-methyl-L-cysteinyl-methyloxirane CSC[C@H](N)C(=O)C1(OC1)C